(1aR,5aR)-2-(2-Hydroxy-2-methylpropyl)-1a,2,5,5a-tetrahydro-1H-2,3-diaza-cyclopropa[a]pentalene-4-carboxylic acid (tetrahydro-pyran-4-ylmethyl)-amide O1CCC(CC1)CNC(=O)C=1C=2C[C@@H]3[C@H](C2N(N1)CC(C)(C)O)C3